4,5-dimethyl-6-(piperazin-1-yl)pyrimidine hydrochloride Cl.CC1=NC=NC(=C1C)N1CCNCC1